N-(1-cyanocyclopropyl)propylamide C(#N)C1(CC1)CCC[NH-]